FC(C(=O)O)(F)F.NC1=C(N=CC(=N1)N1CCC2([C@@H](C=3N(N=CC3)C2)N)CC1)SC1=C(C(=NC=C1)N)Cl (S)-1-(6-amino-5-((2-amino-3-chloropyridin-4-yl)thio)pyrazin-2-yl)-4'H,6'H-spiro[piperidine-4,5'-pyrrolo[1,2-b]pyrazol]-4'-amine (trifluoroacetate)